C(C)(C)C1=C(C(=CC=C1)C(C)C)NC(=O)[N-]S(=O)(=O)\C=C\[C@]1(N(CCC1)C)C.[Na+] sodium (S,E)-((2,6-diisopropylphenyl)carbamoyl)((2-(1,2-dimethylpyrrolidin-2-yl)vinyl)sulfonyl)amide